[Mn](=O)(=O)(O)O.[F] fluorine manganate salt